FC=1C(=NC(=CC1)F)C1=NN(C=C1NC(=O)C=1N=CSC1)C1CCC(CC1)OCC 4-((3-(3,6-difluoropyridin-2-yl)-1-((1r,4r)-4-ethoxycyclohexyl)-1H-pyrazol-4-yl)carbamoyl)thiazol